F.NCCCCCC=NC 1,8-diaza-7-nonene hydrogen fluoride